3-fluoro-4-(piperidine-1-carbonyl)benzoic acid FC=1C=C(C(=O)O)C=CC1C(=O)N1CCCCC1